The molecule is a bridged compound resulting from rearrangement of carvone. It has a role as a mouse metabolite. It is a bridged compound and a member of carvones. CC1(C2CC1C(=C)C(=O)C2)C